Cl.N[C@H](C(=O)N[C@H]1CN(CC[C@@H]2N(C1=O)[C@@H](CC2)C(=O)N[C@@H]2CCOC1=CC=CC=C21)C(=O)NC)C (5S,8S,10aR)-5-((S)-2-aminopropanamido)-N8-((R)-chroman-4-yl)-N3-methyl-6-oxooctahydropyrrolo[1,2-a][1,5]diazocine-3,8(4H)-dicarboxamide hydrochloride